1-(4-methoxyphenyl)-8-(6-methoxypyridin-3-yl)-2-methyl-1H-imidazo[4,5-c]quinoline COC1=CC=C(C=C1)N1C(=NC=2C=NC=3C=CC(=CC3C21)C=2C=NC(=CC2)OC)C